O1C=NC2=C1C=CC(=C2)CNC(N(C2CCN(CC2)C)CC2=C(C=C(C=C2)F)F)=O 3-[(1,3-benzoxazol-5-yl)methyl]-1-[(2,4-difluorophenyl)methyl]-1-(1-methylpiperidin-4-yl)urea